(2R,3S,4S,5R)-3-[3,4-difluoro-2-(trideuteriomethoxy)phenyl]-4,5-dimethyl-5-(trifluoromethyl)tetrahydrofuran-2-carboxylic acid FC=1C(=C(C=CC1F)[C@H]1[C@@H](O[C@]([C@H]1C)(C(F)(F)F)C)C(=O)O)OC([2H])([2H])[2H]